(4-bromo-2-iodo-5-methylphenyl)-2,2,2-trifluoroacetamide BrC1=CC(=C(C=C1C)NC(C(F)(F)F)=O)I